2,5-dimethyl-1,3,4-thiadiazole CC=1SC(=NN1)C